3,3-Difluoroazetidin-1-amine FC1(CN(C1)N)F